FC(C(=O)O)(F)F.C[C@H]1NC[C@@H]1O (2R,3S)-2-methylazetidin-3-ol 2,2,2-trifluoroacetate